C(C)N1N=CC(=C1)C1=NN2C(O[C@H](CC2)C)=C1C(=O)N[C@@H]1C(NC2=C(C(=N1)C1=CC=CC=C1)C=CC=C2F)=O (5S)-2-(1-Ethylpyrazol-4-yl)-N-[(3S)-9-fluoro-2-oxo-5-phenyl-1,3-dihydro-1,4-benzodiazepin-3-yl]-5-methyl-6,7-dihydro-5H-pyrazolo[5,1-b][1,3]oxazine-3-carboxamide